C(C)(C)(C)OC(N(C1=NC=CC(=C1Cl)OC1=C(C=C(C=C1)[N+](=O)[O-])F)C(=O)OC(C)(C)C)=O (tert-butoxycarbonyl)(3-chloro-4-(2-fluoro-4-nitrophenoxy)pyridin-2-yl)carbamic acid tert-butyl ester